CC=1C(=CC=2C(C=3N=C(N=CC3C2C1)C(F)(F)F)=O)C#N 6-methyl-9-oxo-2-(trifluoromethyl)-9H-indeno[2,1-d]pyrimidine-7-carbonitrile